C(C1=CC=CC=C1)OC1=CC=C(C=C1)C=1N(C2=CC=C(C=C2C1C)CC1=CC=C(C=C1)OC(F)(F)F)CC1=CC=C(C=C1)Cl 2-(4-(benzyloxy)phenyl)-1-(4-chlorobenzyl)-3-methyl-5-(4-(trifluoromethoxy)benzyl)-1H-indole